2-[(5-cyclopropyl-2-methyl-pyrazole-3-carbonyl)amino]propanoic acid C1(CC1)C=1C=C(N(N1)C)C(=O)NC(C(=O)O)C